(R)-1-(2-chloro-5-fluoropyridin-3-yl)ethyl (4-(5-((1RS,2RS)-2-cyanocyclopropane-1-carboxamido)pyridin-2-yl)-1-methyl-1H-1,2,3-triazol-5-yl)carbamate C(#N)[C@H]1[C@@H](C1)C(=O)NC=1C=CC(=NC1)C=1N=NN(C1NC(O[C@H](C)C=1C(=NC=C(C1)F)Cl)=O)C |&1:2,3|